C(C1=CC=CC=C1)S(=O)(=O)NC1=C(N=C(S1)C)C(=O)O 5-benzylsulfonylamino-2-methyl-1,3-thiazole-4-carboxylic acid